C(C)(=O)N1CCC2(CC1)C(NC1=CC(=CC(=C12)C1=CC=NN1)C(=O)NC1=CC=C(C=C1)OC(F)(F)Cl)=O 1'-acetyl-N-(4-(chlorodifluoromethoxy)phenyl)-2-oxo-4-(1H-pyrazol-5-yl)spiro[indoline-3,4'-piperidine]-6-carboxamide